N1N=NC=C1C[C@@H](C)OCC(=O)O (R)-2-((1-(1H-1,2,3-triazol-5-yl)propan-2-yl)oxy)acetic acid